(E)-N-cyclopropyl-3-(3-(4-((4-(1-((2-(trimethylsilyl)ethoxy)methyl)-1H-Pyrazol-4-yl)phenyl)amino)quinazolin-2-yl)phenyl)acrylamide C1(CC1)NC(\C=C\C1=CC(=CC=C1)C1=NC2=CC=CC=C2C(=N1)NC1=CC=C(C=C1)C=1C=NN(C1)COCC[Si](C)(C)C)=O